5-((5-(2-fluoro-6-(piperidin-3-ylmethoxy)phenyl)-1H-pyrazol-3-yl)amino)pyrazine-2-carbonitrile FC1=C(C(=CC=C1)OCC1CNCCC1)C1=CC(=NN1)NC=1N=CC(=NC1)C#N